OP1(OC2=C(C3=C(O1)C=CC=1C=CC=CC13)C1=CC=CC=C1C=C2)=O (S)-4-hydroxydinaphtho[2,1-d:1',2'-f][1,3,2]dioxaphosphepine 4-oxide